2-fluoro-4-methyl-1,3,2-dioxaphosphorinane FP1OCCC(O1)C